(S)-5-cyclopropyl-5-(3-oxo-3-(7-(trifluoromethyl)-3,4-dihydroisoquinolin-2(1H)-yl)propyl)imidazolidine-2,4-dione C1(CC1)[C@]1(C(NC(N1)=O)=O)CCC(N1CC2=CC(=CC=C2CC1)C(F)(F)F)=O